(S)-N-methyl-N-(3-methyl-1H-indazol-6-yl)-3-(6-methyl-4-(trifluoromethyl)pyridin-2-yl)-2-oxoimidazolidine-4-carboxamide CN(C(=O)[C@H]1N(C(NC1)=O)C1=NC(=CC(=C1)C(F)(F)F)C)C1=CC=C2C(=NNC2=C1)C